(3S,4R)-4-(4-bromo-5-chloro-1-methyl-pyrazol-3-yl)-N-[3-fluoro-2-(trifluoromethoxy)phenyl]-1-methyl-2-oxo-pyrrolidine-3-carboxamide BrC=1C(=NN(C1Cl)C)[C@@H]1[C@H](C(N(C1)C)=O)C(=O)NC1=C(C(=CC=C1)F)OC(F)(F)F